P(=O)(OCC1=CC=CC=C1)(OCC1=CC=CC=C1)OCC([C@H](C(=O)N(C)CCC#N)O)(C)C (R)-Dibenzyl (4-((2-cyanoethyl)(methyl)amino)-3-hydroxy-2,2-dimethyl-4-oxobutyl) phosphate